N-(3-chloro-5-(methylsulfonyl)phenyl)-5-methyl-1-phenyl-1H-pyrrole-3-carboxamide ClC=1C=C(C=C(C1)S(=O)(=O)C)NC(=O)C1=CN(C(=C1)C)C1=CC=CC=C1